N1N=NC=C1CNC1=NN=C(O1)C1CCN(CC1)C(=O)OCC1=CC(=CC(=C1)C(F)(F)F)C(F)(F)F 3,5-bis(trifluoromethyl)benzyl 4-(5-(((1H-1,2,3-triazol-5-yl)methyl)amino)-1,3,4-oxadiazol-2-yl)piperidine-1-carboxylate